N1(CCC1)CC(C(=O)N[C@H]1CN(CCC1)C1=NC=C(C=C1)NC1=CC=C(C=C1)C1=CC2=C(N=CN=C2N2CCOCC2)N1)=C (R)-2-(azetidin-1-ylmethyl)-N-(1-(5-((4-(4-morpholino-7H-pyrrolo[2,3-d]pyrimidin-6-yl)phenyl)amino)pyridin-2-yl)piperidin-3-yl)acrylamide